N-(3-cyano-4-methyl-1H-indol-7-yl)-1-[3-(fluoromethyl)oxetan-3-yl]pyrazole-4-sulfonamide C(#N)C1=CNC2=C(C=CC(=C12)C)NS(=O)(=O)C=1C=NN(C1)C1(COC1)CF